[N+](=O)([O-])C1=CC=C(C=C1)N=NC1=C(C2=CC=CC=C2C=C1)O p-nitrophenylazo-1-naphthol